3-(2-amino-[1,2,4]triazolo[1,5-a]pyridin-7-yl)-6-chloro-2-fluoro-N-((2S,3S)-2-fluoro-3-(4-fluorophenyl)-3-hydroxybutyl)benzamide NC1=NN2C(C=C(C=C2)C=2C(=C(C(=O)NC[C@@H]([C@@](C)(O)C3=CC=C(C=C3)F)F)C(=CC2)Cl)F)=N1